allyl 3-methyl-2-(4-(3-(8-methyl-8H-thieno[2,3-b]indole-2-carboxamido)tetrahydrofuran-3-yl)phenyl)butanoate CC(C(C(=O)OCC=C)C1=CC=C(C=C1)C1(COCC1)NC(=O)C1=CC2=C(N(C3=CC=CC=C23)C)S1)C